ClC1=CC=C(C=C1)SCC(OC)OC (4-chlorophenyl)(2,2-dimethoxyethyl)sulfane